COC1=C(C(=O)OC)C=C(C(=C1)OC)NS(=O)(=O)CC1=CC=CC=C1 methyl 2,4-dimethoxy-5-((phenylmethyl)sulfonamido)benzoate